O[C@H](C)C1=CC2=C(N=C(N=C2)N[C@H]2C[C@H](CC2)C(=O)NC)C(=N1)NC(C)C (1S,3R)-3-((6-((R)-1-hydroxyethyl)-8-(isopropylamino)pyrido[3,4-d]pyrimidin-2-yl)amino)-N-methylcyclopentane-1-carboxamide